3-fluoro-4-((6-methoxy-7-(2-morpholinoethoxy)quinolin-4-yl)oxy)aniline FC=1C=C(N)C=CC1OC1=CC=NC2=CC(=C(C=C12)OC)OCCN1CCOCC1